[(3S)-3-(4H-1,2,4-Triazol-3-yl)pyrrolidin-1-yl]-[7-[[5-(trifluoromethyl)pyrazin-2-yl]amino]-2-azaspiro[3.5]nonan-2-yl]methanone N=1N=C(NC1)[C@@H]1CN(CC1)C(=O)N1CC2(C1)CCC(CC2)NC2=NC=C(N=C2)C(F)(F)F